[Si](C)(C)(C(C)(C)C)OC1CCC(CC1)N1N=CC=2C1=NC(=NC2)Cl 1-((1s,4s)-4-((tert-butyldimethylsilyl)oxy)cyclohexyl)-6-chloro-1H-pyrazolo[3,4-d]pyrimidine